β-carotene-linoleate C([C@@]1(C)CCCC(C)=C1\C=C\C(\C)=C\C=C\C(\C)=C\C=C\C=C(/C)\C=C\C=C(/C)\C=C\C1=C(C)CCCC1(C)C)CCCCC\C=C/C\C=C/CCCCCCCC(=O)[O-]